FC1CN(CC1)C(=O)C=1C=CC(=NC1)C=1C=C(C2=C(C=CO2)C1)C(F)(F)F 5-(5-(3-fluoro-pyrrolidine-1-carbonyl)pyridin-2-yl)-7-(trifluoro-methyl)benzofuran